1-(4-{[(1S)-5-[2-(2-aminopyridin-3-yl)-5-(pyrazol-1-yl)imidazo[4,5-b]pyridin-3-yl]-2,3-dihydro-1H-inden-1-yl](2-methoxyethyl)amino}piperidin-1-yl)prop-2-en-1-one NC1=NC=CC=C1C1=NC=2C(=NC(=CC2)N2N=CC=C2)N1C=1C=C2CC[C@@H](C2=CC1)N(C1CCN(CC1)C(C=C)=O)CCOC